N1CC(C1)N1CCN(CC1)C(=O)[O-] 4-(azetidin-3-yl)piperazine-1-carboxylate